N1N=CC2=NC(=CC=C21)OC=2C=CC=1C3=C(N(C1C2)C)C(N(N=C3)CC3=C(C=CC=C3)F)=O 7-((1H-pyrazolo[4,3-b]pyridin-5-yl)oxy)-3-(2-fluorobenzyl)-5-methyl-3,5-dihydro-4H-pyridazino[4,5-b]indol-4-one